6-tert-butyl-2-(5-chloro-2H-benzotriazole-2-yl)-4-methylphenol C(C)(C)(C)C1=CC(=CC(=C1O)N1N=C2C(=N1)C=CC(=C2)Cl)C